C(C#CC)C1=NC=CC2=C1NC1=C(C=C(C=C21)Cl)C=2C(=NC(=CC2)Cl)Cl (but-2-ynyl)-6-chloro-8-(2,6-dichloropyridin-3-yl)-9H-pyrido[3,4-b]indole